3-(bromomethyl)-5-chlorobenzoic acid methyl ester COC(C1=CC(=CC(=C1)Cl)CBr)=O